CC1=C(C(=CC=C1)C)N=C1C(C2=CC=C(C3=CC=CC1=C23)C2=CC=CC3=CC=CC=C23)=NC2=C(C=CC=C2C)C N,N'-bis(2,6-dimethylphenyl)-5-(1-naphthyl)acenaphthylene-1,2-diimine